ClC=1C(=CC2=C(C1)COC=1N=C(SC12)N(C1CC(NC(C1)(C)C)(C)C)C)OC 7-chloro-8-methoxy-N-methyl-N-(2,2,6,6-tetramethylpiperidin-4-yl)-5H-isochromeno[3,4-d]thiazol-2-amine